FCC1([C@@H]([C@@H](C1)O)[C@@H]1N2C(C3=CC=CC=C13)=CN=C2)CF (1R,2R)-3,3-bis(fluoromethyl)-2-((S)-5H-imidazo[5,1-a]isoindol-5-yl)cyclobutane-1-ol